C1(CCC1)N1N=C(C(=C1N)OC[C@@H]1CNC[C@H]1C)C |r| 1-Cyclobutyl-3-methyl-4-(((3S,4S)- and (3R,4R)-4-methylpyrrolidin-3-yl)methoxy)-1H-pyrazol-5-amine